BrC(C(=O)C1=CC=CC=C1)C1=CC=C(C=C1)Cl 2-bromo-2-(p-chlorophenyl)acetophenone